N,N-dimethyl-4-morpholino-2-((5-phenyl-1H-pyrazol-3-yl)amino)furo[3,2-d]pyrimidine-6-carboxamide CN(C(=O)C1=CC=2N=C(N=C(C2O1)N1CCOCC1)NC1=NNC(=C1)C1=CC=CC=C1)C